(1S,3S)-3-((4-Methyl-2-(1-methyl-5-(((methyl(pentyl)carbamoyl)oxy)methyl)-1H-pyrazol-4-yl)pyrimidin-5-yl)oxy)cyclohexan CC1=NC(=NC=C1OC1CCCCC1)C=1C=NN(C1COC(N(CCCCC)C)=O)C